C(C=C)(=O)NCC1=CC=C(C(=O)O)C=C1 4-[(prop-2-enamido)methyl]benzoic acid